2-((6-(chlorosulfonyl)pyridazin-3-yl)carbamoyl)benzoic acid ClS(=O)(=O)C1=CC=C(N=N1)NC(=O)C1=C(C(=O)O)C=CC=C1